FC1([C@@H](CN(C1)C1COC1)NC1=NN2C(C(=N1)OC)=C(C=C2[2H])C=2C=CC1=C(N(N=N1)CCF)C2)F (R)-N-(4,4-difluoro-1-(oxetan-3-yl)pyrrolidin-3-yl)-5-(1-(2-fluoroethyl)-1H-benzo[d][1,2,3]triazol-6-yl)-4-methoxypyrrolo[2,1-f][1,2,4]triazin-7-d-2-amine